COC(C1=C(C(=CC(=C1)Cl)Cl)[N+]#[C-])=O.C(C)(=O)C1=CC=C(OCC(=O)C2=CC(=C(C=C2)OC)OC)C=C1 2-(4-acetylphenoxy)-1-(3,4-dimethoxyphenyl)ethanone METHYL-2-ISOCYANO-3,5-DICHLORO-BENZOATE